methyl-3-(benzyloxy)-5-(4-chloro-1H-pyrrolo[2,3-b]pyridin-2-yl)-N-(2-morpholinoethyl)aniline CN(C1=CC(=CC(=C1)C1=CC=2C(=NC=CC2Cl)N1)OCC1=CC=CC=C1)CCN1CCOCC1